ClC1=CC(=C2C=NNC2=C1)C=1N=NN(C1)CC=1N=C2N(C=C(C=C2)CNCC2(CCC2)O)C1 1-[[[2-[[4-(6-chloro-1H-indazol-4-yl)triazol-1-yl]methyl]imidazo[1,2-a]pyridin-6-yl]methylamino]methyl]cyclobutanol